O1C(OCC1)C1CN(CC1)C1=CC=C2C(=NN(C2=C1)C)C=1C(=NC(=CC1)OCC1=CC=CC=C1)OCC1=CC=CC=C1 6-(3-(1,3-dioxolan-2-yl)pyrrolidin-1-yl)-3-(2,6-bis(benzyloxy)pyridin-3-yl)-1-methyl-1H-indazole